COC(=O)C1=CC=CC(=N1)C(C1=CC=C(C(=O)O)C=C1)N1CCOCCOCCN(CCOCCOCC1)CC1=NC(=CC=C1)C(=O)OC 4-((6-(methoxycarbonyl)pyridin-2-yl)(16-((6-(methoxycarbonyl)pyridin-2-yl)methyl)-1,4,10,13-tetraoxa-7,16-diazacyclooctadecan-7-yl)methyl)benzoic acid